(3S)-2-(t-butoxycarbonyl)-2-azabicyclo[2.1.1]Hexane-3-carboxylic acid C(C)(C)(C)OC(=O)N1C2CC([C@H]1C(=O)O)C2